9-(oxiran-2-yl)nonan-1-ol O1C(C1)CCCCCCCCCO